N-(2-methoxybenzyl)-1-(8-bromo-2,3,6,7-tetrahydrobenzo[1,2-B:4,5-B']difuran-4-yl)-2-aminoethane COC1=C(CNCCC2=C3C(OCC3)=C(C3=C2OCC3)Br)C=CC=C1